C(C)(C)OC1=CC=C(OCC2=CC=C(OCC=3NCCN3)C=C2)C=C1 2-[4-(4-isopropoxy-phenoxymethyl)-phenoxymethyl]-4,5-dihydro-1H-imidazole